C(CCC)N1C=C(C2=CC=CC=C12)C(CC#N)=O 3-(1-n-butyl-1H-indol-3-yl)-3-oxopropanenitrile